3-methyl-1-phenylbutane-1,2-dione CC(C(C(=O)C1=CC=CC=C1)=O)C